CC(C)(C)OC(NCCNC(CSC)=O)=O N-[2-[[2-(methylthio)-1-oxoethyl]amino]ethyl]carbamic acid 1,1-dimethylethyl ester